C(C1=CC=CC=C1)N(C(C)=O)\C(=C/C=C/[Si](CC)(CC)CC)\C1=CC=CC=C1 N-Benzyl-N-((1Z,3E)-1-phenyl-4-(TRIETHYLSILYL)buta-1,3-dien-1-yl)acetamide